C1(=CC=CC=C1)C1OCC(CO1)=O 2-phenyl-1,3-dioxane-5-one